CS(=O)(=O)C1=CC=C(C=C1)C1=CC=CC=2N1N=C(N2)NC2=CC=C(C=C2)N2CCN(CC2)C(CCCCCNC=2C=C1CN(C(C1=CC2)=O)C2C(NC(CC2)=O)=O)=O 3-(5-((6-(4-(4-((5-(4-(methylsulfonyl)phenyl)-[1,2,4]triazolo[1,5-a]pyridin-2-yl)amino)phenyl)piperazin-1-yl)-6-oxohexyl)amino)-1-oxoisoindolin-2-yl)piperidine-2,6-dione